3-(aminomethyl)-N-cyclopentyl-N,5-dimethyl-1H-indole-2-carboxamide NCC1=C(NC2=CC=C(C=C12)C)C(=O)N(C)C1CCCC1